CS(=NC(C1=CC=C(C=C1)C1=NOC(=C1)C1=NNC2=CC(=C(C=C12)F)OCCOC)=O)(=O)C N-[dimethyl(oxo)-lambda6-sulfanylidene]-4-{5-[5-fluoro-6-(2-methoxyethoxy)-1H-indazol-3-yl]-1,2-oxazol-3-yl}benzamide